C(C)N1CC=2N(CC1)N=C(C2)NC2=NC=CC(=N2)C2=CC(=C(CNC(OC(C)(C)C)=O)C=C2)C tert-butyl 4-(2-((5-ethyl-4,5,6,7-tetrahydropyrazolo[1,5-a]pyrazin-2-yl) amino) pyrimidin-4-yl)-2-methylbenzylcarbamate